ethyl 5-cyano-2-methyl-6-[[4-(trifluoromethyl)phenyl]methoxy]pyridine-3-carboxylate C(#N)C=1C=C(C(=NC1OCC1=CC=C(C=C1)C(F)(F)F)C)C(=O)OCC